ClC1=NC=C(C(=N1)NC=1C=C2C=C(C(N(C2=CC1)C)=O)OCC(C)=O)Cl 6-((2,5-dichloropyrimidin-4-yl)amino)-1-methyl-3-(2-oxopropoxy)quinolin-2(1H)-one